2-Cyclopentyl-4-phenyl-2H-1,2,3-triazole C1(CCCC1)N1N=CC(=N1)C1=CC=CC=C1